di(iso-propyl)methyl(iso-propoxy)silane C(C)(C)[Si](OC(C)C)(C)C(C)C